C1NCC2(C3=CC=C(C=C13)CN1N=CC(=C1)C(=O)O)CC2 1-((2',3'-Dihydro-1'H-spiro[cyclopropane-1,4'-isoquinolin]-7'-yl)methyl)-1H-pyrazole-4-carboxylic acid